(S)-3-((4-(4-(2-hydroxyethyl)piperazin-1-yl)-6-((5-(5-phenyl-1,3,4-oxadiazole-2-yl)thiazol-2-yl)amino)pyrimidin-2-yl)amino)piperidine-1-carbonitrile OCCN1CCN(CC1)C1=NC(=NC(=C1)NC=1SC(=CN1)C=1OC(=NN1)C1=CC=CC=C1)N[C@@H]1CN(CCC1)C#N